1-(6-(3-Hydroxyphenyl)quinolin-2-yl)piperidine OC=1C=C(C=CC1)C=1C=C2C=CC(=NC2=CC1)N1CCCCC1